[C-]1(C=CC=C1)P(C1=CC=CC=C1)C1=CC=CC=C1.[CH-]1C=CC=C1.[Fe+2] ferrocenyl-diphenylphosphine